tert-butyl 5-methyl-2-(3-(1-methyl-1,2,3,6-tetrahydropyridin-4-yl)phenyl)piperidine-1-carboxylate CC1CCC(N(C1)C(=O)OC(C)(C)C)C1=CC(=CC=C1)C=1CCN(CC1)C